7-(1-methyl-1H-pyrazol-4-yl)-4-(3-methyl-5-phenyl-1-(tetrahydro-2H-pyran-2-yl)-1H-pyrazol-4-yl)quinazoline CN1N=CC(=C1)C1=CC=C2C(=NC=NC2=C1)C=1C(=NN(C1C1=CC=CC=C1)C1OCCCC1)C